FC1=C(C=CC(=C1)F)C1=NC(=NC2=NC(=C(N=C12)C)C)[C@@H]1C[C@@H](OCC1)C=1C=CC(N(C1)C)=O 5-[(2R,4S)-4-[4-(2,4-difluorophenyl)-6,7-dimethyl-pteridin-2-yl]tetrahydropyran-2-yl]-1-methyl-pyridin-2-one